C(C=C)C1N(CC1S(=O)(=O)C1=CC=C(C=C1)OC[C@@H]1CN[C@@H](C1)C)C(=O)O.ClC1=CC=C(OC([C@H]([C@H]([C@@H]([C@H](C=O)O)O)O)O)(O)OC2=CC=C(C=C2)Cl)C=C1 bis(4-chlorophenoxy)glucose allyl-3-[4-[[(3S,5R)-5-methylpyrrolidin-3-yl]methoxy]phenyl]sulfonylazetidine-1-carboxylate